2-Phenylethanthiol C1(=CC=CC=C1)CCS